(3S)-N-[3-(2-[[(2R)-1-hydroxypropan-2-yl]oxy]-6-(morpholin-4-yl)pyridin-4-yl)-4-methylphenyl]-3-(trifluoromethoxy)pyrrolidine-1-carboxamide OC[C@@H](C)OC1=NC(=CC(=C1)C=1C=C(C=CC1C)NC(=O)N1C[C@H](CC1)OC(F)(F)F)N1CCOCC1